3-[6-(4-piperidyl)-1,2-benzoxazol-3-yl]piperidine-2,6-dione N1CCC(CC1)C1=CC2=C(C(=NO2)C2C(NC(CC2)=O)=O)C=C1